1,2-dimethylbiphenyl-butanediol CC1(C(C=CC=C1)(CCCC(O)O)C)C1=CC=CC=C1